rac-N-(5-((3H-spiro[furo[3,4-c]pyridine-1,3'-piperidin]-1'-yl)methyl)-4-fluorothiazol-2-yl)acetamide N1(C[C@]2(CCC1)OCC=1C=NC=CC12)CC1=C(N=C(S1)NC(C)=O)F |r|